4-(2-(2-amino-4-chloro-7-((4-methoxy-3,5-dimethylpyridin-2-yl)methyl)-6,7-dihydro-5H-pyrrolo[2,3-d]pyrimidin-5-yl)ethyl)piperazin NC=1N=C(C2=C(N1)N(CC2CCN2CCNCC2)CC2=NC=C(C(=C2C)OC)C)Cl